COC1=C(C=CC=N1)S(=O)(=O)C 6-methoxy-5-(methylsulfonyl)pyridin